(S)-3-amino-6-(4-(2-(3,5-difluorophenyl)-2-hydroxyacetamido)-2-methylphenyl)-N-(2-hydroxyethyl)pyrazine-2-carboxamide bis-(acetoxymethyl)2,2':6',2''-terpyridine-6,6''-dicarboxylate C(C)(=O)OCOC(=O)C1=CC=CC(=N1)C1=NC(=CC=C1)C1=NC(=CC=C1)C(=O)OCOC(C)=O.NC=1C(=NC(=CN1)C1=C(C=C(C=C1)NC([C@@H](O)C1=CC(=CC(=C1)F)F)=O)C)C(=O)NCCO